FC=1C=C(C=CC1OC(F)(F)F)[C@@H](C(=O)N1CCN(CC1)C=1C2=C(N=CN1)[C@@H](C[C@H]2C)O)CN2CCOCC2 (R)-2-(3-fluoro-4-(trifluoromethoxy)phenyl)-1-(4-((5R,7R)-7-hydroxy-5-methyl-6,7-dihydro-5H-cyclopenta[d]pyrimidin-4-yl)piperazin-1-yl)-3-morpholinopropan-1-one